BrC=1C(=C(C(=O)O)C(=CC1)S(NC1CC1)(=O)=O)F 3-bromo-6-(N-cyclopropylsulfamoyl)-2-fluorobenzoic acid